NCC1=CC2=C(C=3N(CCC2O)C=C(N3)C(F)(F)F)C=C1 9-(aminomethyl)-2-(trifluoromethyl)-6,7-dihydro-5H-benzo[c]imidazo[1,2-a]azepin-7-ol